FC(C(C(F)F)(O)C1=CC=C(C=C1)N1N=CCC(=C1)C(=O)N)F [4-(1,1,3,3-tetrafluoro-2-hydroxypropan-2-yl)phenyl]-2,5-dihydropyridazine-4-carboxamide